2-[(5,6-diphenyl-1,2,4-triazin-3-yl)amino]ethanol C1(=CC=CC=C1)C=1N=C(N=NC1C1=CC=CC=C1)NCCO